BrCCCCOC1=C2C=C(C(=CC2=C(C=2C(OCC21)=O)C2=CC1=C(OCO1)C=C2)OC)OC 4-(4-bromobutoxy)-9-(benzo[d][1,3]dioxol-5-yl)-6,7-dimethoxynaphtho[2,3-c]furan-1(3H)-one